C(C)(C)C1=CC=C(C=C1)N1C=C(C=2C1=NC=C(C2)NC(C=C)=O)C N-(1-(4-isopropylphenyl)-3-methyl-1H-pyrrolo[2,3-b]pyridin-5-yl)acrylamide